N-(7-fluoro-2-methyl-2H-indazol-5-yl)-4-(4-methylpiperazin-1-yl)-2,3-dihydro-1H-pyrrolo[2,3-b]pyridine-1-carboxamide formate C(=O)O.FC1=CC(=CC2=CN(N=C12)C)NC(=O)N1CCC=2C1=NC=CC2N2CCN(CC2)C